(3-fluoro-4-(trifluoromethyl)benzamido)-5-chlorobenzofuran-2-carboxylic acid FC=1C=C(C(=O)NC2=C(OC3=C2C=C(C=C3)Cl)C(=O)O)C=CC1C(F)(F)F